C(#N)C1=C(SC=C1C1CC1)NC(CSC(C(=O)O)(C)C)=O 2-((2-((3-cyano-4-cyclopropylthiophen-2-yl)amino)-2-oxoethyl)thio)-2-methylpropanoic acid